4-N-ethylsulfonyl-1,4-oxaazepane C(C)S(=O)(=O)N1CCOCCC1